C(C)OC1=C(C=CC=C1)C#CC1=CC=CC=C1 ethoxy-diphenylacetylene